(3-methyl-phenyl)propionic acid CC=1C=C(C=CC1)C(C(=O)O)C